perfluorotri-methylbicyclo(3.3.1)nonane FC1(C(C2(C(C(C(C(C1(F)F)(C2(F)F)F)(F)F)(F)F)(F)F)C(F)(F)F)(C(F)(F)F)C(F)(F)F)F